titanium(III) nitrate [N+](=O)([O-])[O-].[Ti+3].[N+](=O)([O-])[O-].[N+](=O)([O-])[O-]